1-ammonio 2,2,2-trifluoroacetate FC(C(=O)O[NH3+])(F)F